BrC=1C=CC=C2CCC(C12)(O)CC1=C(C(=NC(=N1)SC)N1CC(N(CC1)C(=O)[O-])CC#N)CO 4-(6-((7-bromo-1-hydroxy-2,3-dihydro-1H-inden-1-yl)methyl)-5-(hydroxymethyl)-2-(methylthio)pyrimidin-4-yl)-2-(cyanomethyl)piperazine-1-carboxylate